N-[(3S,4S)-1-(2-methoxyethyl)-3-methyl-4-piperidyl]-6-[3-(2-fluoro-4-mesyl-6-anisidino)-1-propynyl]-1-(2,2,2-trifluoroethyl)-1H-1,3-benzimidazole-4-carboxamide COCCN1C[C@@H]([C@H](CC1)NC(=O)C1=CC(=CC=2N(C=NC21)CC(F)(F)F)C#CCNC2=CC(=CC(=C2OC)F)S(=O)(=O)C)C